C1(CCC1)C1=NN(C2=NC(=CC(=C21)N2CCC(CC2)N2CCOCC2)C(=O)NS(=O)(=O)N2CCOCC2)C2=CC=CC=C2 3-cyclobutyl-N-(morpholine-4-sulfonyl)-4-[4-(morpholin-4-yl)piperidin-1-yl]-1-phenyl-1H-pyrazolo[3,4-b]pyridine-6-carboxamide